N-[1-(1H-indol-3-ylmethyl)pentyl]-2-(4-pyrazin-2-ylpiperazin-1-yl)thiazole-5-carboxamide N1C=C(C2=CC=CC=C12)CC(CCCC)NC(=O)C1=CN=C(S1)N1CCN(CC1)C1=NC=CN=C1